O1C[C@@H](CC1)C(=O)NCC1=CC=C(C=C1)NC(=O)NCC1=CC=C(C=C1)Cl N-(4-{[((3R)-oxolan-3-yl)carbonylamino]methyl}phenyl){[(4-chlorophenyl)methyl]amino}carboxamide